C(CCC)C1(CSC2=C(N(C1)C1=CC=CC=C1)C=C(C(=C2)OC)F)CCCC 3,3-Dibutyl-7-fluoro-8-methoxy-5-phenyl-2,3,4,5-tetrahydro-1,5-benzothiazepine